tert-butyl 4-[2-[3-(2-bromo-4-ethylsulfonyl-phenoxy)-2-fluoro-phenoxy]ethyl]piperazine-1-carboxylate BrC1=C(OC=2C(=C(OCCN3CCN(CC3)C(=O)OC(C)(C)C)C=CC2)F)C=CC(=C1)S(=O)(=O)CC